[2-(4-chlorophenyl)-5-(ethylsulfonimidoyl)-1-methyl-1H-imidazol-4-yl]-6,6,7,7-tetrafluoro-1-methyl-6,7-dihydro-1H-[1,4]dioxino[2,3-f]benzimidazole ClC1=CC=C(C=C1)C=1N(C(=C(N1)C1=NC2=C(N1C)C=C1C(=C2)OC(C(O1)(F)F)(F)F)S(=O)(=N)CC)C